C(#N)CN1N=C(C(=C1)C1=CN=C2N1C=CN=C2NC2=CC(=C(C(=O)NCC(=O)NCC1(CCNCC1)O)C=C2)CC)C(F)(F)F 4-[[3-[1-(cyanomethyl)-3-(trifluoromethyl)pyrazol-4-yl]imidazo[1,2-a]pyrazin-8-yl]amino]-2-ethyl-N-[2-[(4-hydroxy-4-piperidyl)methylamino]-2-oxo-ethyl]benzamide